N-(2-(2-(cyclopropanesulfonamido)-5-methylthiazol-4-yl)propan-2-yl)-2-methyl-4-(6-(trifluoromethyl)pyrazin-2-yl)benzamide C1(CC1)S(=O)(=O)NC=1SC(=C(N1)C(C)(C)NC(C1=C(C=C(C=C1)C1=NC(=CN=C1)C(F)(F)F)C)=O)C